(S)-N-[(1E)-(2,2-difluoro-1,3-benzodioxol-5-yl)methylene]-2-methylpropane-2-sulfinamide FC1(OC2=C(O1)C=CC(=C2)\C=N\[S@@](=O)C(C)(C)C)F